N-(6-bromopyridin-2-yl)-4-chlorobenzamide BrC1=CC=CC(=N1)NC(C1=CC=C(C=C1)Cl)=O